3-(2,2-Difluoroethyl)-3-azabicyclo[3.1.0]hexan-6-yl(8-amino-7-fluoro-6-(8-methyl-2,3-dihydro-1H-pyrido[2,3-b][1,4]oxazin-7-yl)isoquinolin-3-yl)carbamate FC(CN1CC2C(C2C1)N(C([O-])=O)C=1N=CC2=C(C(=C(C=C2C1)C1=C(C2=C(OCCN2)N=C1)C)F)N)F